phenylbutylenediamine C1(=CC=CC=C1)NCCCCN